alpha-phenyl-beta-ethyl-acrolein C1(=CC=CC=C1)CCC(=O)C=C